(1R,2S)-5'-methoxy-2-{3-[2-methoxy-5-(1,3-thiazol-2-yl)anilino]-1H-indazol-6-yl}spiro[cyclopropane-1,3'-indol]-2'(1'H)-one COC=1C=C2[C@]3(C(NC2=CC1)=O)[C@@H](C3)C3=CC=C1C(=NNC1=C3)NC3=C(C=CC(=C3)C=3SC=CN3)OC